ClC1=C(OCCCC(=O)O)C=C(C(=C1)Cl)Cl 4-(2,4,5-trichlorophenoxy)-butyric acid